FC1=C(C=CC=C1)N1N=C(C=C1C1=CC(=CC=C1)OC1COC1)COC(C(=O)O)(C)C 2-([1-(2-Fluorophenyl)-5-[3-(oxetan-3-yloxy)phenyl]-1H-pyrazol-3-yl]-methoxy)-2-methylpropanoic acid